C(C)P([O-])([O-])=O.C(C)P(O)(O)=O.C(C)P([O-])([O-])=O.[Fe+2].[Fe+2] Di-iron tris(ethylphosphonate)